5-isopropyl-1-methyl-1H-pyrazole-3-carboxylic acid C(C)(C)C1=CC(=NN1C)C(=O)O